1,6-Di-O-Valproyl-3,4-Di-O-Benzyl-2-Deoxy-β-D-Glucopyranose C(C(CCC)CCC)(=O)O[C@H]1C[C@@H](OCC2=CC=CC=C2)[C@H](OCC2=CC=CC=C2)[C@H](O1)COC(C(CCC)CCC)=O